2-(dicyclohexylphosphanyl)-2',4',6'-tris(isopropyl)biphenyl C1(CCCCC1)P(C1=C(C=CC=C1)C1=C(C=C(C=C1C(C)C)C(C)C)C(C)C)C1CCCCC1